7,9-diazadispiro[3.1.46.14]undecane-8,10-dione C1CCC12CC1(NC(NC1=O)=O)C2